(3R)-4-amino-3-methyl-N-(2,2,2-trifluoroethyl)-N-((5-(trifluoromethyl)-2-pyridinyl)methyl)-1,3-dihydrofuro[3,4-c][1,7]naphthyridine-8-carboxamide NC1=NC=2C=NC(=CC2C2=C1[C@H](OC2)C)C(=O)N(CC2=NC=C(C=C2)C(F)(F)F)CC(F)(F)F